6-((1S,6R,7R)-7-(aminomethyl)-7-(3,5-difluorophenyl)-3-azabicyclo[4.1.0]heptan-3-yl)-3-(4-chloro-2-methyl-2H-indazol-5-yl)-5-methyl-1,5-dihydro-4H-pyrazolo[3,4-d]pyrimidin-4-one NC[C@@]1([C@@H]2CCN(C[C@H]12)C=1N(C(C2=C(N1)NN=C2C2=C(C1=CN(N=C1C=C2)C)Cl)=O)C)C2=CC(=CC(=C2)F)F